NC=1C2=C(NC(C1C1=NC3=C(N1)C=C(C=C3)N3CC(N(CC3)C3CC3)C#C)=O)C=C[Se]2 7-amino-6-(6-(4-cyclopropyl-3-ethynylpiperazin-1-yl)-1H-benzo[d]imidazol-2-yl)selenopheno[3,2-b]pyridin-5(4H)-one